2-(4-amino-5-chloro-6-oxo-pyridazin-1-yl)-N-[4-methyl-3-[2-(2-pyridyl)ethylsulfamoyl]phenyl]acetamide NC=1C=NN(C(C1Cl)=O)CC(=O)NC1=CC(=C(C=C1)C)S(NCCC1=NC=CC=C1)(=O)=O